C(C)(=O)NC1=CC=C(C=C1)C1=CN=C2N1C=C(N=C2)C(=O)N(C)C2=CC(=CC=C2)Br 3-(4-acetamidophenyl)-N-(3-bromophenyl)-N-methyl-imidazo[1,2-a]pyrazine-6-carboxamide